4-((5-bromothiophen-2-yl)methyl)-5-methyl-2,4-dihydro-3H-1,2,4-triazole BrC1=CC=C(S1)CN1CNN=C1C